[Sb].[Se] selenium-antimony